C1=CC=CC2=C3C=CC=CC3C=C12 8aH-fluorene